[2-(2-aminoethyl-amino)ethylamino]Propyl-trimethoxysilane NCCNCCNCCC[Si](OC)(OC)OC